2-(4-methoxyphenyl)-2-(((3-methyl-1,2-oxazol-5-yl)acetyl)amino)-N-(4-(trimethylsilyl)phenyl)acetamide COC1=CC=C(C=C1)C(C(=O)NC1=CC=C(C=C1)[Si](C)(C)C)NC(CC1=CC(=NO1)C)=O